N-isopropyl-3,5-bis-(pivaloylamino)-benzamide C(C)(C)NC(C1=CC(=CC(=C1)NC(C(C)(C)C)=O)NC(C(C)(C)C)=O)=O